FN1C(=CC2=CC(=CC=C12)C(F)(F)F)C1=CC=C(C=C1)F fluoro-2-(4-fluorophenyl)-5-(trifluoromethyl)-1H-indole